5,7-di-t-butyl-3-(3,4-di-methylphenyl)-3H-benzofuran-2-one C(C)(C)(C)C=1C=C(C2=C(C(C(O2)=O)C2=CC(=C(C=C2)C)C)C1)C(C)(C)C